ClC1=C(C=C2C(=NC(N3C2=C1SC[C@@H]3COCOC)=O)O)C(F)(F)F (S)-10-chloro-7-hydroxy-3-((methoxymethoxy)methyl)-9-(trifluoromethyl)-2H-[1,4]thiazino[2,3,4-ij]quinazolin-5(3H)-one